3-(2-fluoro-4'-(2-oxopyridin-1(2H)-yl)-[1,1'-biphenyl]-3-yl)piperidine-2,6-dione FC1=C(C=CC=C1C1C(NC(CC1)=O)=O)C1=CC=C(C=C1)N1C(C=CC=C1)=O